NC=1SC(=C(N1)C)C=1C=C2CN(C(C2=C(C1)C)=O)[C@@H](C)C1CC1 (s)-5-(2-amino-4-methylthiazol-5-yl)-2-(1-cyclopropylethyl)-7-methylisoindolin-1-one